(1-(4-(4-oxo-3,4-dihydro-phthalazin-1-yl)phenyl)ethyl)sulphonamide hydrochloride Cl.O=C1NN=C(C2=CC=CC=C12)C1=CC=C(C=C1)C(C)S(=O)(=O)N